1-Allyl-oxyoctan C(C=C)OCCCCCCCC